N1(CCOCC1)CCOC(C(=C)C)=O methacrylic acid [2-(4-morpholinyl) ethyl] ester